1-(2,6-diisobutylphenyl)-2-phenyl-1H-benzimidazole C(C(C)C)C1=C(C(=CC=C1)CC(C)C)N1C(=NC2=C1C=CC=C2)C2=CC=CC=C2